(E)-3,7-dimethylocta-2,6-dien-1-yl formate (Geranyl Formate) C(\C=C(/C)\CCC=C(C)C)C(=O)O.C(=O)OC\C=C(\CCC=C(C)C)/C